C(C)(C)(C)OC(=O)N1C=C(C2=CC=CC(=C12)[N+](=O)[O-])Br 3-bromo-7-nitro-indole-1-carboxylic acid tert-butyl ester